(E)-4-(2-(dimethylamino)vinyl)-2-oxo-2H-[1,2'-bipyridine]-3-carbonitrile CN(/C=C/C1=C(C(N(C=C1)C1=NC=CC=C1)=O)C#N)C